C(#N)[C@H](C[C@H]1C(NCCC1)=O)NC(=O)[C@H]1N(C[C@@H]2[C@H]1CC(C2)(F)F)C(=O)C=2NC1=C(C(=CC(=C1C2)F)Cl)F (1S,3aS,6aR)-N-((S)-1-cyano-2-((S)-2-oxopiperidin-3-yl)ethyl)-2-(4,7-difluoro-6-chloro-1H-indole-2-carbonyl)-5,5-difluorooctahydrocyclopenta[c]pyrrole-1-carboxamide